iso-eicosyl isocyanate C(CCCCCCCCCCCCCCCCC(C)C)N=C=O